C(C)(C)(C)C1=C(C=CC(=C1)C(C)(C)C)OC(C1=CC(=C(C(=C1)C(C)(C)C)O)C(C)(C)C)=O.NCCCC[C@@H](C(CN1C=NC=CC1=O)=O)NC(=O)C1CCCC1 (S)-N-(7-amino-2-oxo-1-(6-oxopyrimidin-1(6H)-yl)hept-3-yl)cyclopentanecarboxamide 2,4-di-tert-butylphenyl-3,5-di-tert-butyl-4-hydroxybenzoate